C(=O)(OC(C)(C)C)NCCCN1N=CC(=C1)[N+](=O)[O-] Boc-3-(4-nitro-1H-pyrazol-1-yl)-1-propylamine